C[N+](CCCS(=O)(=O)O)(CCOC(C(=C)C)=O)C N,N-dimethyl-N-methacryloxyethyl-N-(3-sulfopropyl)ammonium